CC1(C(CN=C2C(O1)=CC=CN2NC2=NC=C(C(=N2)NN2C=CC=C1OC(C(CN=C12)=O)(C)C)F)=O)C 6-({2-[(2,2-dimethyl-3-oxo-3,4-dihydro-2H-pyrido[3,2-b][1,4]oxaazepin-6-yl)amino]-5-fluoropyrimidin-4-yl}amino)-2,2-dimethyl-3,4-dihydro-2H-pyrido[3,2-b][1,4]oxaazepin-3-one